ClC=1C=CC(=NC1)NC(=O)N1[C@H](C[C@H](C1)OC)C(=O)NC1=C(C=CC(=C1)C(CCC1CC1)(C1=CC=NC=C1)NS(=O)(=O)C)F (2R,4R)-N1-(5-Chloropyridin-2-yl)-N2-(5-((+)-3-cyclopropyl-1-(methylsulfonamido)-1-(pyridin-4-yl)propyl)-2-fluorophenyl)-4-methoxypyrrolidine-1,2-dicarboxamide